methyleneadenosine 5'-diphosphate P(O)(=O)(OP(=O)(O)O)OC([C@@H]1[C@H]([C@H]([C@@H](O1)N1C=NC=2C(N)=NC=NC12)O)O)=C